(3-(6-((2,6-dioxopiperidin-3-yl)carbamoyl)pyridin-2-yl)allyl)picolinamide O=C1NC(CCC1NC(=O)C1=CC=CC(=N1)C=CCC=1C(=NC=CC1)C(=O)N)=O